The molecule is a glycophytoceramide having a 4-O-{3-[4-(trifluoromethyl)phenyl]propyl}-alpha-D-galactosyl residue at the O-1 position and a hexacosanoyl group attached to the nitrogen. One of a series of an extensive set of 4"-O-alkylated alpha-GalCer analogues evaluated (PMID:30556652) as invariant natural killer T-cell (iNKT) antigens. It derives from an alpha-D-galactose. CCCCCCCCCCCCCCCCCCCCCCCCCC(=O)N[C@@H](CO[C@@H]1[C@@H]([C@H]([C@H]([C@H](O1)CO)OCCCC2=CC=C(C=C2)C(F)(F)F)O)O)[C@@H]([C@@H](CCCCCCCCCCCCCC)O)O